hexamethylenebishexanamide C(CCCCCCCCCCCCCCCCC(=O)N)(=O)N